1,2-bis(hydroxymethyl)guanidine OCNC(=NCO)N